C(F)F methylenedifluoride